COC(C(C(=O)OC)C(NC1=CC=C(C=C1)S(NC1=NC=CC=C1)(=O)=O)C1=CC=CC=C1)=O 2-(phenyl-((4-(N-(pyridin-2-yl)sulfamoyl)phenyl)amino)methyl)malonic acid dimethyl ester